[O-2].[O-2].[Ti+4].[Pt+2] platinum-titanium dioxide